aminoindole hydrochloride Cl.NC=1NC2=CC=CC=C2C1